C(C)(C)(C)N1N=CC(=C1)C(=O)NCC1=NC(=NO1)C1=NN2C(C=CC=C2N[C@H]2[C@H](CN(CC2)C)F)=C1C=C 1-(tert-butyl)-N-((3-(7-(((3S,4R)-3-fluoro-1-methylpiperidin-4-yl)amino)-3-vinylpyrazolo[1,5-a]pyridin-2-yl)-1,2,4-oxadiazol-5-yl)methyl)-1H-pyrazole-4-carboxamide